CN1C(=NC2=C1C=CC(=C2)C(=O)N2C[C@@H](CCC2)NC(OC(C)(C)C)=O)C=2N1C3=C(C=CC=C3C2)OCC1C 1,1-dimethylethyl ((3R)-1-{[1-methyl-2-(3-methyl-2,3-dihydro[1,4]oxazino[2,3,4-hi]indol-5-yl)-1H-benzimidazol-5-yl]carbonyl}-3-piperidinyl)carbamate